1,1-diethoxy-9,11-pentadecadiene C(C)OC(CCCCCCCC=CC=CCCC)OCC